C(C)(C)C1=C(C=CC=C1)C1N(CCC1)[C@H]1CCC12CCN(CC2)C2=C(C(=O)N)C=CC=C2 2-((S)-2-(2-isopropylphenyl)pyrrolidin-1-yl-7-azaspiro[3.5]nonan-7-yl)benzamide